OC(C)C1CCN(CC1)C(=N)N 4-(1-hydroxyethyl)piperidine-1-carboxamidine